trans-N1-(5-(3-(2,2-difluoroethyl)-2-methyl-3H-imidazo[4,5-b]pyridin-5-yl)pyrrolo[2,1-f][1,2,4]triazin-2-yl)cyclobutane-1,3-diamine FC(CN1C(=NC=2C1=NC(=CC2)C=2C=CN1N=C(N=CC12)N[C@@H]1C[C@H](C1)N)C)F